OC(CCCCCC=CC(=O)O)C(CCCCCCCC)O (±)-9,10-dihydroxy-12Z-octadecenoic acid